6-cyclohexyladenosine C1(CCCCC1)C1(C2=NCN([C@H]3[C@H](O)[C@H](O)[C@@H](CO)O3)C2=NC=N1)N